3-fluorobenzenesulfonic acid FC=1C=C(C=CC1)S(=O)(=O)O